[N-](S(=O)(=O)C(F)(F)F)S(=O)(=O)C(F)(F)F.COCCN1CCCC1 methoxyethyl-pyrrolidine bis(trifluoromethanesulfonyl)imide salt